2-chloro-4-(o-tolyl)quinolin-7-ol ClC1=NC2=CC(=CC=C2C(=C1)C1=C(C=CC=C1)C)O